4-chloro-3,5-dimethylaniline ClC1=C(C=C(N)C=C1C)C